2-(p-tolylthio)benzothiazole 4-Methoxyphenyl-(S)-3-phenyl-3,4-dihydropyridine-1(2H)-carboxylate COC1=CC=C(C=C1)OC(=O)N1C[C@@H](CC=C1)C1=CC=CC=C1.C1(=CC=C(C=C1)SC=1SC2=C(N1)C=CC=C2)C